1-(3-iodophenyl)-4,4-dimethyl-5-oxo-4,5-dihydro-1H-pyrrole-2,3-dicarboxylic acid dimethyl ester COC(=O)C=1N(C(C(C1C(=O)OC)(C)C)=O)C1=CC(=CC=C1)I